FC(C1=C(C=CC(=C1)P(=O)(C)C)[N+](=O)[O-])F 2-(difluoromethyl)-4-dimethylphosphoryl-1-nitro-benzene